4-butyl-2-(3-tert-butyl-2-hydroxyphenyl)-5-methylimidazole C(CCC)C=1N=C(NC1C)C1=C(C(=CC=C1)C(C)(C)C)O